IC=1C(=NN(C1)C)C(=O)OC1=CC=C(C=C1)C=O 4-FORMYLPHENYL 4-IODO-1-METHYL-1H-PYRAZOLE-3-CARBOXYLATE